N1CC\C(\CCC1)=C/C1=CN=C(N=N1)C1=C(C=C(C=C1)N1C=NC=C1)O (Z)-2-(6-(azepan-4-ylidenemethyl)-1,2,4-triazin-3-yl)-5-(1H-imidazol-1-yl)phenol